NC1=NOC2=C1C=CC(=C2N2CCC1(CC1)CC2)C(=O)NC2=NC(=NC(=C2)C)N2CCC(CC2)(F)F 3-amino-N-(2-(4,4-difluoropiperidin-1-yl)-6-methylpyrimidin-4-yl)-7-(6-azaspiro[2.5]oct-6-yl)benzo[d]isoxazole-6-carboxamide